CC1CN(CCC12COC1=C3CN(C(C3=CC=C12)=O)C1C(NC(CC1)=O)=O)CC1=CC(=CC=C1)C=1C=NN(C1)C 3-(3'-methyl-1'-(3-(1-methyl-1H-pyrazol-4-yl)benzyl)-6-oxo-6,8-dihydro-2H,7H-spiro[furo[2,3-e]isoindol-3,4'-piperidin]-7-yl)piperidine-2,6-dione